FC1=C(OC2=C3C(=NC=C2)NC=C3C3=C(C=C(C#N)C=C3)OC)C(=CC(=C1)NC=1OC[C@@](CN1)(C)CO)F |r| (+/-)-4-[4-(2,6-difluoro-4-{[5-(hydroxymethyl)-5-methyl-5,6-dihydro-4H-1,3-oxazin-2-yl]amino}phenoxy)-1H-pyrrolo[2,3-b]pyridin-3-yl]-3-methoxybenzonitrile